AMINODIHYDROPHTHALAZINDION NN1C(C2=CC=CC=C2C(N1)=O)=O